1-trichlorosilyl-3,3,4,4,5,5,6,6,7,7,8,8-dodecafluoro-9-decene Cl[Si](CCC(C(C(C(C(C(C=C)(F)F)(F)F)(F)F)(F)F)(F)F)(F)F)(Cl)Cl